CNC(=O)NC=1C=C2CCC3(C(N(C(O3)=O)CC(=O)N3[C@H](CCC3C3=CC=NC=C3)C)=O)C2=CC1 1-methyl-3-(3'-(2-((2S)-2-methyl-5-(pyridin-4-yl)pyrrolidin-1-yl)-2-oxoethyl)-2',4'-dioxo-2,3-dihydrospiro[indene-1,5'-oxazolidine]-5-yl)urea